6-fluoro-3-(2-(pyridin-4-yl)ethyl)quinazolin-4(3H)-one FC=1C=C2C(N(C=NC2=CC1)CCC1=CC=NC=C1)=O